O1C(CCCC1)ONC(=O)[C@H]1OC2=C(C=CC=C2CC1)NC(OCC1=CC(=CC=C1)OC)=O 3-Methoxybenzyl ((2S)-2-(((tetrahydro-2H-pyran-2-yl)oxy)carbamoyl)chroman-8-yl)carbamate